NC1=CC=C(CCC(=O)[O-])C=C1 4-aminohydrocinnamate